NC=1NC2=CC(=C(C=C2C1C#N)F)F 2-amino-5,6-difluoro-1H-indole-3-carbonitrile